CC1=C2N(C(C(=C1)C1=CC(=NO1)C1=CC(=NC=N1)NC(OC(C)(C)C)=O)=O)C1(NC2=O)CCCCC1 tert-Butyl (6-(5-(8'-methyl-1',5'-dioxo-1',5'-dihydro-2'H-spiro[cyclohexane-1,3'-imidazo[1,5-a]pyridin]-6'-yl)isoxazol-3-yl)pyrimidin-4-yl)carbamate